C(CCC(=O)OCC)(=O)OCC succinic acid, diethyl ester